(5-(3,5-difluorophenyl)-4,5-dihydro-1H-pyrazol-1-yl)(3aR,6aS)-(octahydrocyclopenta[c]pyrrol-5-yl)methanone hydrochloride Cl.FC=1C=C(C=C(C1)F)C1CC=NN1C(=O)C1C[C@@H]2[C@@H](CNC2)C1